1-[(8-{[3-(2,3-dihydro-1,4-benzodioxin-6-yl)-2-methylphenyl]amino}-1,7-naphthyridin-4-yl)methyl]piperidine-2-carboxylic acid O1CCOC2=C1C=CC(=C2)C=2C(=C(C=CC2)NC=2N=CC=C1C(=CC=NC21)CN2C(CCCC2)C(=O)O)C